3,5,5-Trimethylperoxyhexanoat CC(CC(=O)O[O-])CC(C)(C)C